OC(=O)C(F)(F)F.COC[C@@H]1C[C@H](CN1)C=1N=C(OC1)C(=O)N ((3R,5S)-5-(methoxymethyl)pyrrolidin-3-yl)oxazole-2-carboxamide TFA salt